1-(6-{[(tert-butoxy)carbonyl]amino}-4-methylpyridin-3-yl)-6-chloro-4-oxo-7-{5H,6H,7H-pyrrolo[3,4-b]pyridin-6-yl}-1,4-dihydroquinoline-3-carboxylic acid C(C)(C)(C)OC(=O)NC1=CC(=C(C=N1)N1C=C(C(C2=CC(=C(C=C12)N1CC2=NC=CC=C2C1)Cl)=O)C(=O)O)C